C(C)(C)(C)OC(=O)N1CCC2(CC1)CCC(CC2)CN2CCC(CC2)C2=CC1=C(N(C(N1C)=O)C1C(NC(CC1)=O)=O)C=C2 9-((4-(1-(2,6-dioxopiperidin-3-yl)-3-methyl-2-oxo-2,3-dihydro-1H-benzo[d]Imidazol-5-yl)piperidin-1-yl)methyl)-3-azaspiro[5.5]undecan-3-carboxylic acid tert-butyl ester